N-[(15aS,16R,17S)-7-chloro-17,20-difluoro-1-oxo-2,3,15a,16,17,18-hexahydro-1H,15H-4,8-(azeno)-14,10-(metheno)pyrrolo[1,2-j][1,8,10]oxadiazacycloheptadecin-16-yl]methanesulfonamide ClC1=C2OC=3C=CC=C(C[C@@H]4N(C(NCC(C=C1)=N2)=O)C[C@@H]([C@@H]4NS(=O)(=O)C)F)C3F